(3-(4-amino-7-((1s,3s)-3-(azetidin-1-ylmethyl)cyclobutyl)-7H-pyrrolo[2,3-d]pyrimidin-5-yl)phenoxy)methylphosphonic acid NC=1C2=C(N=CN1)N(C=C2C=2C=C(OCP(O)(O)=O)C=CC2)C2CC(C2)CN2CCC2